5-(Ethanesulfonyl)-6-(3-methyl-6-(trifluoromethyl)-3H-imidazo[4,5-b]pyridin-2-yl)pyridin-2-amine C(C)S(=O)(=O)C=1C=CC(=NC1C1=NC=2C(=NC=C(C2)C(F)(F)F)N1C)N